(E)-N,N,2-trimethylhept-2-enamide CN(C(\C(=C\CCCC)\C)=O)C